tert-butyl N-(3S)-[1-(6-chloro-4-methylpyridazin-3-yl)pyrrolidin-3-yl]-N-cyclobutylcarbamate ClC1=CC(=C(N=N1)N1C[C@H](CC1)N(C(OC(C)(C)C)=O)C1CCC1)C